BrC1=CC(=CC(=N1)N1C[C@H](O[C@H](C1)C)C)F (2R,6S)-4-(6-bromo-4-fluoropyridin-2-yl)-2,6-dimethylmorpholine